C1(CC1)C=1C=C(C=2N(C1)C=C(N2)CNC=2C=C(C=CC2F)NC(=O)[C@@H]2[C@H](C2)C2=NC=CC(=N2)C)N2C(N(C(C2)=O)C)=O (1S,2S)-N-(3-(((6-cyclopropyl-8-(3-methyl-2,4-dioxoimidazolidin-1-yl)imidazo[1,2-a]pyridin-2-yl)methyl)amino)-4-fluorophenyl)-2-(4-methylpyrimidin-2-yl)cyclopropane-1-carboxamide